tert-butyl N-[(tert-butoxy)carbonyl]-N-(2-cyano-5-fluoro-3-hydroxyphenyl)carbamate C(C)(C)(C)OC(=O)N(C(OC(C)(C)C)=O)C1=C(C(=CC(=C1)F)O)C#N